1,4-di(4-methylphenyl)1,4-diazabutadiene CC1=CC=C(C=C1)N=CC=NC1=CC=C(C=C1)C